(2R,3S,4S,5R)-N-(2-(3-aminobicyclo[1.1.1]pent-1-yl)-1,3-dioxoisoindol-5-yl)-3-(3,4-difluoro-2-methoxyphenyl)-4,5-dimethyl-5-(trifluoromethyl)tetrahydrofuran-2-carboxamide hydrochloride Cl.NC12CC(C1)(C2)N2C(C1=CC=C(C=C1C2=O)NC(=O)[C@@H]2O[C@]([C@H]([C@H]2C2=C(C(=C(C=C2)F)F)OC)C)(C(F)(F)F)C)=O